methyl 4-(3-{[(tert-butoxy)carbonyl]amino}propyl)-3,5-bis(prop-2-yn-1-yloxy)benzoate C(C)(C)(C)OC(=O)NCCCC1=C(C=C(C(=O)OC)C=C1OCC#C)OCC#C